but-3-yn-2-amine CC(C#C)N